N-(1-methyl-3-(6-(methylsulfonyl)-4-((tetrahydro-2H-pyran-4-yl)methoxy)pyridin-2-yl)-1H-pyrrolo[2,3-c]pyridin-5-yl)acetamide CN1C=C(C=2C1=CN=C(C2)NC(C)=O)C2=NC(=CC(=C2)OCC2CCOCC2)S(=O)(=O)C